OC=1C=C(C(=O)OC(C)(C)C)C=C(C1OC)OC tert-butyl 3-hydroxy-4,5-dimethoxybenzoate